2-((4-(5-(pyrrolidin-1-yl)pyridin-3-yl)-1H-1,2,3-triazol-1-yl)methyl)imidazo[1,2-a]pyridin-6-formaldehyde N1(CCCC1)C=1C=C(C=NC1)C=1N=NN(C1)CC=1N=C2N(C=C(C=C2)C=O)C1